N(=NCC#N)CC#N azobisacetonitrile